C(=O)(C=C)C1=C(C(=O)C2=CC=CC=C2)C=CC=C1 acryl-benzophenone